Cl.FC1=CC=2OCC(CC2S1)NC 2-fluoro-N-methyl-6,7-dihydro-5H-thieno[3,2-b]pyran-6-amine hydrochloride